rel-4-((2R,3S,4S,5R)-3-(3,4-difluoro-2-(2-methoxyethoxy)phenyl)-4,5-dimethyl-5-(trifluoromethyl)tetrahydrofuran-2-carboxamido)picolinamide FC=1C(=C(C=CC1F)[C@H]1[C@@H](O[C@]([C@H]1C)(C(F)(F)F)C)C(=O)NC1=CC(=NC=C1)C(=O)N)OCCOC |o1:8,9,11,12|